2-(indole-3-yl)phenol N1C=C(C2=CC=CC=C12)C1=C(C=CC=C1)O